O=C1NC(CCC1N1C(C2=CC=C(C=C2C1)NC(=O)C1=NN(C=C1)C)=O)=O N-(2-(2,6-dioxopiperidin-3-yl)-1-oxoisoindolin-5-yl)-1-methyl-1H-pyrazole-3-carboxamide